N1CCNCCCNC1 1,4,8-triazacyclononane